(R)-N-(1-cyanoethyl)-4-(5-methyl-2-((1-(2,2,6,6-tetramethyltetrahydro-2H-pyran-4-yl)-1H-pyrazol-4-yl)amino)pyrimidin-4-yl)benzamide C(#N)[C@@H](C)NC(C1=CC=C(C=C1)C1=NC(=NC=C1C)NC=1C=NN(C1)C1CC(OC(C1)(C)C)(C)C)=O